8-(4-bromophenyl)-5-fluoro-9-(1-methyl-1H-1,2,4-triazol-5-yl)-2,7-bis((2-(trimethylsilyl)ethoxy)methyl)-2,7,8,9-tetrahydro-3H-pyrido[4,3,2-de]phthalazin-3-one BrC1=CC=C(C=C1)C1C(C2=NN(C(C=3C=C(C=C(C23)N1COCC[Si](C)(C)C)F)=O)COCC[Si](C)(C)C)C1=NC=NN1C